5-(4,4,5,5-tetramethyl-1,3,2-dioxaborolan-2-yl)-2,3-dihydro-1-benzofuran-4-ol CC1(OB(OC1(C)C)C1=CC=C2C(CCO2)=C1O)C